3-(5-(3-((7-Aminothiazolo[5,4-d]pyrimidin-2-yl)amino)phenyl)isoxazol-3-yl)-3-hydroxy-1-methylpyrrolidin-2-one NC=1C2=C(N=CN1)SC(=N2)NC=2C=C(C=CC2)C2=CC(=NO2)C2(C(N(CC2)C)=O)O